4-(3-amino-1H-pyrazolo[4,3-b]pyridin-5-yl)-3-chloro-N-(4,4-dimethylcyclohexyl)benzenesulfonamide NC1=NNC=2C1=NC(=CC2)C2=C(C=C(C=C2)S(=O)(=O)NC2CCC(CC2)(C)C)Cl